NC1=C(C=C(C=C1C(=O)N)C#CC1=CC=C(C=C1)Cl)C1=CC=C(C=C1)S(N)(=O)=O 2-amino-5-((4-chlorophenyl)ethynyl)-4'-sulfamoyl-[1,1'-biphenyl]-3-carboxamide